4-hydroxy-2,3,5-trimethyl-6-(trifluoromethyl)benzoic acid OC1=C(C(=C(C(=O)O)C(=C1C)C(F)(F)F)C)C